[O].NCC1=C2CN(CC2=CC=C1)C(=O)C1=C(C=C(C=C1O)O)OCC1=CC=CC=C1 (4-(aminomethyl)isoindolin-2-yl)(2-(benzyloxy)-4,6-dihydroxyphenyl)methanone oxygen